tert-butyl-(allyloxy)dimethylsilane C(C)(C)(C)[Si](C)(C)OCC=C